germanium-antimony-telluride [Sb]=[Te].[Ge]